C(C)OC(=O)C=1C(NC(=CC1C1=CC(=C(C=C1)Cl)Cl)C)=O 4-(3,4-dichlorophenyl)-6-methyl-2-oxo-1H-pyridine-3-carboxylic acid ethyl ester